C1(=CC=CC=C1)C1=CC2=C(C3=CC=CC=C3C(=C2C=C1)C1=CC=C(C=C1)C=1C=NC=CC1C)C1=CC=C(C=C1)C=1C=NC=CC1C 3,3'-((2-phenylanthracene-9,10-diyl)bis(4,1-phenylene))bis(4-methylpyridine)